FC(OC1=CC=CC(=N1)N1N=CC=2CC(CCC12)C(=O)N[C@H]1[C@H]2CC[C@@H](C1)N2CC2=CC=C(C=C2)OC)F 1-(6-(difluoromethoxy)pyridin-2-yl)-N-((1R,2R,4S)-7-(4-methoxybenzyl)-7-azabicyclo[2.2.1]heptan-2-yl)-4,5,6,7-tetrahydro-1H-indazole-5-carboxamide